C(C)NC(NC=1C=C(C(N(N1)C)=O)CN1CCN(CC1)C=1C=CC(=NC1C)C(=O)NC)=O 5-(4-((6-(3-ethylureido)-2-methyl-3-oxo-2,3-dihydropyridazin-4-yl)methyl)piperazin-1-yl)-N,6-dimethylpicolinamide